2-(2-ethoxy-2-oxoethyl)benzene (1,1'-biphenyl-4-yl)methacrylate lead [Pb].C1(=CC=C(C=C1)OC(C(=C)C)=O)C1=CC=CC=C1.C(C)OC(CC1=CC=CC=C1)=O